2-[1-(2-cyanophenyl)-1-phenylpropan-2-yl]-5-methoxy-1-methyl-6-oxopyrimidine-4-carboxylate C(#N)C1=C(C=CC=C1)C(C(C)C=1N(C(C(=C(N1)C(=O)[O-])OC)=O)C)C1=CC=CC=C1